3-methyl-aminopropionic acid methyl ester COC(C(CC)N)=O